3-Nonanon-1-Yl Acetate C(C)(=O)OCCC(CCCCCC)=O